C(C)(C)[Si](C=1OC=C(N1)[Sn](C)(C)C)(C(C)C)C(C)C 2-(triisopropylsilyl)-4-(trimethylstannyl)oxazole